6-chloro-2-{1-[(2S)-2-hydroxypropyl]azetidin-3-yl}-3-methoxybenzonitrile ClC1=CC=C(C(=C1C#N)C1CN(C1)C[C@H](C)O)OC